1-(4-chlorophenyl)biguanide ClC1=CC=C(C=C1)NC(=N)NC(=N)N